3-methylbut-2-enoyl chloride CC(=CC(=O)Cl)C